3-tert-butyl-4-[[5-(2-oxo-3H-imidazo[4,5-c]pyridin-1-yl)-2-pyridyl]oxy]benzonitrile C(C)(C)(C)C=1C=C(C#N)C=CC1OC1=NC=C(C=C1)N1C(NC=2C=NC=CC21)=O